O(O)C(C=CC=CCCCCCCCC(=O)O)CC=CCC 13-hydroperoxy-9,11,15-Octadecatrienoic acid